C=CC=CCCCC#CC(C)=O 10-undecadiene-8-ynal